2-[2-[4-(8-chloro-2-quinolinyl)phenoxy]ethoxy]acetic acid ClC=1C=CC=C2C=CC(=NC12)C1=CC=C(OCCOCC(=O)O)C=C1